C1(=CC=CC=C1)C#CC(C(O)=NO)C (1-phenylethynyl)propanoic acid oxime